N-(2-((1,8-dimethylimidazo[1,2-a]quinoxalin-4-yl)amino)ethyl)-6-((2-(2,6-dioxopiperidin-3-yl)-1,3-dioxoisoindolin-4-yl)amino)hexanamide CC1=CN=C2N1C1=CC(=CC=C1N=C2NCCNC(CCCCCNC2=C1C(N(C(C1=CC=C2)=O)C2C(NC(CC2)=O)=O)=O)=O)C